CC1(C2=CC(=CC=C2C=2C=CC(=CC12)C=1C(=C(C=CC1N)C1=CC=C(C=C1)N)C1=CC=2C(C3=CC(=CC=C3C2C=C1)C=1C=CC=2N(C3=CC=CC=C3C2C1)C1=CC=CC=C1)(C)C)C=1C=CC=2N(C3=CC=CC=C3C2C1)C1=CC=CC=C1)C bis[9,9-dimethyl-7-(9-phenyl-9H-carbazol-3-yl)-9H-fluoren-2-yl]-[1,1'-biphenyl]-4,4'-diamine